1,2-ditetracosanoyl-sn-glycero-3-phosphocholine C(CCCCCCCCCCCCCCCCCCCCCCC)(=O)OC[C@@H](OC(CCCCCCCCCCCCCCCCCCCCCCC)=O)COP(=O)([O-])OCC[N+](C)(C)C